FC1(CC12C[C@]1(C[C@H](CN1C2)F)C(=O)OC)F methyl (6'R,7a'S)-2,2,6'-trifluorodihydro-1'H,3'H-spiro[cyclopropane-1,2'-pyrrolizine]-7a'(5'H)-carboxylate